Thiophene-3,4-dicarboxylic acid S1C=C(C(=C1)C(=O)O)C(=O)O